(pyrrolidin-1-yl)azetidine-1-carboxylate N1(CCCC1)C1N(CC1)C(=O)[O-]